COCO[Si](OC)(OC)CCC(OCC)(OCC)OCC Methoxy(triethoxy)propyltrimethoxysilane